(RS)-6-(tert-butyl)-2-chloro-3-nitro-5,6,7,8-tetrahydroquinoline C(C)(C)(C)[C@H]1CC=2C=C(C(=NC2CC1)Cl)[N+](=O)[O-] |r|